FC1=C(N(C=C1)COCC[Si](C)(C)C)C(=O)OC methyl 3-fluoro-1-{[2-(trimethylsilyl)ethoxy]methyl}pyrrole-2-carboxylate